C1(CC1)C1=CC=C(C=C1)CC(=O)N1[C@H](CN(CC1)C1=CC=C(N=N1)C#N)C (S)-6-(4-(2-(4-cyclopropylphenyl)acetyl)-3-methylpiperazin-1-yl)pyridazine-3-carbonitrile